1-chloro-2-vinylnaphthalene ClC1=C(C=CC2=CC=CC=C12)C=C